3-acetyl-7-hydroxy-4-(piperazin-1-yl)-2H-benzopyran-2-one C(C)(=O)C=1C(OC2=C(C1N1CCNCC1)C=CC(=C2)O)=O